4-fluoro-thiacyclohexane 1,1-dioxide FC1CCS(CC1)(=O)=O